C1(=CC=CC=C1)P(C(C1=C(C=C(C=C1C)C)C)=O)(C1=CC=CC=C1)=O Diphenyl(2,4,6-trimethylbenzoyl)phosphin oxid